COC1=C(CN2[C@@H](C=3N(CC2)C(=NN3)C3=NC(=NS3)C#C)C)C=CC(=C1)OC (R)-5-(7-(2,4-Dimethoxybenzyl)-8-methyl-5,6,7,8-tetrahydro-[1,2,4]triazolo[4,3-a]pyrazin-3-yl)-3-ethynyl-1,2,4-thiadiazole